ClC1=NC=C(C(=C1)C1=C(C=NC(=C1)C)C(=O)NC=1SC2=C(N1)C(N(C2)C(=O)OC(C)(C)C)C)OC tert-butyl 2-(2'-chloro-5'-methoxy-6-methyl-[4,4'-bipyridine]-3-carboxamido)-4-methyl-4,6-dihydro-5H-pyrrolo[3,4-d]thiazole-5-carboxylate